(2S,4r)-1-[(2S)-2-(4-cyclopropyl-triazol-1-yl)-3,3-dimethyl-butyryl]-4-hydroxy-N-(4-methylsulfonyl-cyclohexyl)pyrrolidine-2-carboxamide C1(CC1)C=1N=NN(C1)[C@H](C(=O)N1[C@@H](C[C@H](C1)O)C(=O)NC1CCC(CC1)S(=O)(=O)C)C(C)(C)C